Cl.Cl.BrC=1C=C(C=CC1)C(CN)N 1-(3-bromophenyl)ethane-1,2-diamine dihydrochloride